FC=1C(=CC(=NC1)OC)C1=CC(=NN1)C(=O)N1C2(CC2)C[C@H](CC1)C(=O)N[C@H]1CCOC=2C1=NC(=CC2)C (S)-4-(5-(5-fluoro-2-methoxypyridin-4-yl)-1H-pyrazole-3-carbonyl)-N-((S)-6-methyl-3,4-dihydro-2H-pyrano[3,2-b]pyridin-4-yl)-4-azaspiro[2.5]octane-7-carboxamide